CC=1C=C(C=CC1OC1=CC2=C(N(C=N2)C)C=C1)NC=1C2=C(N=CN1)C=NC(=N2)S(=O)(=O)C N-(3-methyl-4-((1-methyl-1H-benzo[d]imidazol-5-yl)oxy)phenyl)-6-(methylsulfonyl)pyrimido[5,4-d]pyrimidin-4-amine